C1(=CC=CC=C1)C1=NC(=CC(=N1)C=1C=C(C=CC1)C=1C=C(C=CC1C1=C(C=CC=C1)C1=NC(=NC(=C1)C1=CC=CC=C1)C1=CC=CC=C1)C1=CC=C(C=C1)C#N)C1=CC=CC=C1 3''-(2,6-diphenylpyrimidin-4-yl)-4'-(2-(2,6-diphenylpyrimidin-4-yl)phenyl)-[1,1':3',1''-terphenyl]-4-carbonitrile